CC1=C(C2=C(N=CN=C2NC2(CC2)C)O1)C(=O)N1CC=2N=CN=CC2CC1 6-methyl-N-(1-methylcyclopropyl)-5-{5h,6h,7h,8h-pyrido[3,4-d]pyrimidine-7-carbonyl}furo[2,3-d]pyrimidin-4-amine